1-Methyl-4-[4-(5-methyl-1,3-benzooxazol-2-yl)piperidin-1-yl]-2-oxo-6-[1-(trifluoromethyl)cyclopropyl]-1,2-dihydroquinoline-3-carbonitrile CN1C(C(=C(C2=CC(=CC=C12)C1(CC1)C(F)(F)F)N1CCC(CC1)C=1OC2=C(N1)C=C(C=C2)C)C#N)=O